C1(CC1)C1=CC=C(C=C1)N(C1=CC=C(OC=2N=C(C3=C(N2)C=NC=C3)O)C=C1)C 2-{4-[(4-cyclopropyl-phenyl)-methyl-amino]-phenoxy}-pyrido[3,4-d]pyrimidin-4-ol